COC1=CC=C(OCCOCCOC2=CC=C(C=C2)OC)C=C1 di(p-methoxy-phenoxyethyl) ether